4-azido-4'-hydroxychalcone N(=[N+]=[N-])C1=CC=C(C=C1)\C=C\C(=O)C1=CC=C(C=C1)O